C(=O)(O)CN1C=CC2=CC(=CC=C12)O (carboxymethyl)-5-hydroxy-1H-indole